FC(C=1OC(=NN1)C=1C=NC(=C(C1)F)COC1=CC=C(C=C1)F)F 2-(Difluoromethyl)-5-(5-fluoro-6-((4-fluorophenoxy)methyl)pyridin-3-yl)-1,3,4-oxadiazole